COC1=C(C(=O)OC)C=CC(=C1)C=1C=2C(N=CC1)=CNN2 methyl 2-methoxy-4-(2H-pyrazolo[4,3-b]pyridin-7-yl)benzoate